2-(4-((2-(ethylthio)pyrimidin-5-yl)methyl)piperazin-1-yl)benzo[d]oxazole C(C)SC1=NC=C(C=N1)CN1CCN(CC1)C=1OC2=C(N1)C=CC=C2